C=1(C(=CC=CC1)CO)CO xylylene alcohol